S1C(=NC2=C1C=CC=C2)NC(=O)C=2C=CC=C1CCN(CC21)C2=CC=C(C(=N2)C(=O)OC(C)(C)C)C2=C(C(=CC=C2)OCC[C@H]2CN(CCC2)CC(=O)OCC)C (S)-tert-butyl 6-(8-(benzo[d]thiazol-2-ylcarbamoyl)-3,4-dihydroisoquinolin-2(1H)-yl)-3-(3-(2-(1-(2-ethoxy-2-oxoethyl)piperidin-3-yl)ethoxy)-2-methylphenyl)picolinate